(S)-4-(2-amino-3-(4-(4-(3-methoxypropyl)-2-oxopiperazin-1-yl)phenyl)propanamido)-1H-indole-2-carboxylic acid tert-butyl ester C(C)(C)(C)OC(=O)C=1NC2=CC=CC(=C2C1)NC([C@H](CC1=CC=C(C=C1)N1C(CN(CC1)CCCOC)=O)N)=O